ClC=1C=C(C=CC1C#N)N1[C@H](O[C@@H](C1)C(=O)NC1=CC=C(C=C1)C#N)C(F)(F)F (2R,5S)-3-(3-Chloro-4-cyanophenyl)-N-(4-cyanophenyl)-2-(trifluoromethyl)oxazolidin-5-carboxamid